NC=1SC2=C(N1)C=CC(=C2)C=2C=C(C(N(C2C)C)=O)C(=O)NC(C)C2=C(C=CC=C2)OC(F)(F)F 5-(2-aminobenzo[d]thiazol-6-yl)-1,6-dimethyl-2-oxo-N-(1-(2-(trifluoromethoxy)phenyl)ethyl)-1,2-dihydropyridine-3-carboxamide